7-(2-((4-((3S,5S)-3,5-dimethylpiperazin-1-yl)-2-ethylphenyl)amino)-5-(trifluoromethyl)pyrimidin-4-yl)-4-(oxetan-3-yl)-3,4-dihydrothieno[2,3-f][1,4]thiazepin-5(2H)-one 1,1-dioxide C[C@H]1CN(C[C@@H](N1)C)C1=CC(=C(C=C1)NC1=NC=C(C(=N1)C1=CC2=C(C(N(CCS2(=O)=O)C2COC2)=O)S1)C(F)(F)F)CC